ClC1=C(C=C(CCC2(CN(CCC2)C(=O)OC(C)(C)C)C(=O)OCC)C=C1)C(F)(F)F 1-tert-butyl 3-ethyl 3-(4-chloro-3-(trifluoromethyl)phenethyl)piperidine-1,3-dicarboxylate